2-((2-cyano-5H-dibenzo[b,f]azepin-5-yl)methyl)pyrimidine-5-carboxylic acid C(#N)C1=CC2=C(N(C3=C(C=C2)C=CC=C3)CC3=NC=C(C=N3)C(=O)O)C=C1